P(=O)(O)(O)O[C@H]1[C@H]([C@@H](O[C@@H]1CO)N1C(=O)N=C(N)C=C1)OC#CC 2'-O-propynyl-cytidine-3'-phosphate